ClC=1C=C(C=C(C1)[N+](=O)[O-])C=1NCCN1 2-(3-chloro-5-nitrophenyl)-4,5-dihydroimidazole